C(CCCCCCCCCCCCCCCCCCCCCCCCCCCCCCCCCCCCCC)(=O)OCCCCCCCC\C=C/C\C=C/CCCCC linoleyl nonatriacontanoate